OCC[N+]1=C(N(C(=C1C)C)C)C (2-hydroxyethyl)-1,2,4,5-tetramethyl-1H-imidazol-3-ium